N-((3R,4S)-4-(2-chlorophenyl)-1-methylpyrrolidin-3-yl)-3-(2-methylpyridin-4-yl)-1H-pyrazolo[3,4-b]pyridine-5-amide ClC1=C(C=CC=C1)[C@@H]1[C@H](CN(C1)C)NC(=O)C=1C=C2C(=NC1)NN=C2C2=CC(=NC=C2)C